7-bromo-1-hydroxy-2,2-dimethyl-2,3-dihydro-1H-pyrrolizine-5-carbonitrile BrC=1C=C(N2CC(C(C12)O)(C)C)C#N